4-oxo-3-(((((R)-5-oxopyrrolidin-2-yl)methyl)amino)methyl)-4H-pyrido[1,2-a]pyrimidin O=C1C(=CN=C2N1C=CC=C2)CNC[C@@H]2NC(CC2)=O